BrC=1C=C2C(=NC1)N(C=C2I)S(=O)(=O)C2=CC=C(C)C=C2 5-bromo-3-iodo-1-(toluene-4-sulfonyl)-1H-pyrrolo[2,3-b]pyridine